methyl 6-((4-methoxybenzyl)thio)-4H-furo[3,2-b]pyrrole-5-carboxylate COC1=CC=C(CSC=2C3=C(NC2C(=O)OC)C=CO3)C=C1